C(C(C)C)N(C(C(N)=O)=O)C(C)C1=CC=CC=C1 N'-isobutyl-N'-(1-phenylethyl)oxamide